N-(allyloxycarbonyl)isoleucine C(C=C)OC(=O)N[C@@H]([C@@H](C)CC)C(=O)O